[Fe].[Ni].[Sr].[Ba] Barium-Strontium-Nickel-Iron